C(CS)(=O)OCCCCCCCCCCC(C)C isotridecyl thioglycolate